F[C@H]1[C@H](CN(CC1)CC=1NC2=CC(=C(C=C2C1)OC(F)(F)F)F)NS(=O)(=O)C=C N-((3S,4R)-4-fluoro-1-((6-fluoro-5-(trifluoromethoxy)-1H-indol-2-yl)methyl)piperidin-3-yl)ethenesulfonamide